1,7-diazaspiro[4.5]decane N1CCCC12CNCCC2